tert-butyl 8-(6-((1-(4-(difluoromethyl) phenyl)-4-methyl-1H-1,2,3-triazol-5-yl) methoxy) pyridazin-3-yl)-6-oxohexahydro-1H-pyrazino[1,2-a]pyrazine-2(6H)-carboxylate FC(C1=CC=C(C=C1)N1N=NC(=C1COC1=CC=C(N=N1)N1CC2N(CCN(C2)C(=O)OC(C)(C)C)C(C1)=O)C)F